(5S)-2-{[3-Chloro-5-(trifluoromethyl)pyridin-2-yl]methyl}-3-oxo-2,3,5,6,7,8-hexahydro[1,2,4]triazolo[4,3-a]pyridin ClC=1C(=NC=C(C1)C(F)(F)F)CN1N=C2N(CCCC2)C1=O